8-[[2-(2,6-dioxo-3-piperidinyl)-1,3-dioxo-isoindolin-4-yl]amino]octanoic acid O=C1NC(CCC1N1C(C2=CC=CC(=C2C1=O)NCCCCCCCC(=O)O)=O)=O